CC1(COB(O1)C1=C(C=C(C=C1C)NC1=NC=C(C(=N1)NC(CC)CC)C)C(C)=O)C 1-[2-(5,5-dimethyl-1,3,2-dioxaborolan-2-yl)-5-[[4-(1-ethylpropylamino)-5-methyl-pyrimidin-2-yl]amino]-3-methyl-phenyl]ethanone